8-Methyl-N-(1-methyl-1H-pyrazol-3-yl)-2-(pyridin-2-ylmethyl)-4,5-dihydro-2H-furo[2,3-g]indazol-7-carboxamid CC1=C(OC=2CCC3=CN(N=C3C21)CC2=NC=CC=C2)C(=O)NC2=NN(C=C2)C